C[C@](N)(C(C)C)C(=O)O (-)-α-Methylvaline